(S)-1-(2-(1-(4-((3-fluorophenoxy)methyl)phenyl)imidazo[1,5-a]pyrazin-3-yl)pyrrolidin-1-yl)prop-2-en-1-one FC=1C=C(OCC2=CC=C(C=C2)C=2N=C(N3C2C=NC=C3)[C@H]3N(CCC3)C(C=C)=O)C=CC1